(E)-7-(hex-5-yn-1-yloxy)-5-((pentafluoro-λ6-sulfanyl)methylene)-7,7-diphenylheptan-1-ol C(CCCC#C)OC(C/C(/CCCCO)=C/S(F)(F)(F)(F)F)(C1=CC=CC=C1)C1=CC=CC=C1